FC1(CN([C@H](CS1(=O)=O)C)C(=O)[O-])C(=O)OCC 2-ethyl (5S)-2-fluoro-5-methyl-1,1-dioxo-1λ6-thiomorpholine-2,4-dicarboxylate